FC1=CC=C(C=C1)C1=NN2C(CO[C@](C2)(C(F)(F)F)C)=C1C1=C2C(=NC=C1)NN=C2 (R)-2-(4-Fluorophenyl)-6-methyl-3-(1H-pyrazolo[3,4-b]pyridin-4-yl)-6-(trifluoromethyl)-6,7-dihydro-4H-pyrazolo[5,1-c][1,4]oxazine